N1(C=NC2=C1C=CC=C2)C(=O)[O-] 1H-benzo[d]imidazole-1-carboxylate